5-((1-((3-ethyl-2,4-dioxo-1,2,3,4-tetrahydrothieno[3,2-d]pyrimidin-6-yl)methyl)azetidin-3-yl)(methyl)amino)-N-methylpicolinamide C(C)N1C(NC2=C(C1=O)SC(=C2)CN2CC(C2)N(C=2C=CC(=NC2)C(=O)NC)C)=O